N1C=CC2=CC(=CC=C12)C1=CNC2=NC(=CC=C21)NC(=O)C2CC2 N-[3-(1H-indol-5-yl)-1H-pyrrolo[2,3-b]pyridin-6-yl]cyclopropanecarboxamide